(2R,3R,4S,5R)-2-(2-chloro-6-spiro[pyrrolidine-3,1'-tetrahydronaphthalene]-1-ylpurin-9-yl)-5-(hydroxymethyl)tetrahydrofuran-3,4-diol ClC1=NC(=C2N=CN(C2=N1)[C@@H]1O[C@@H]([C@H]([C@H]1O)O)CO)N1CC2(CCCC3=CC=CC=C23)CC1